methyl 3-(9-((4-(aminomethyl)-2-(isobutylcarbamoyl)phenyl)carbamoyl)-4,5-dihydrobenzo[b]thieno[2,3-d]oxepin-8-yl)-6-(propylcarbamoyl)picolinate NCC1=CC(=C(C=C1)NC(=O)C1=CC2=C(OCCC3=C2SC=C3)C=C1C=1C(=NC(=CC1)C(NCCC)=O)C(=O)OC)C(NCC(C)C)=O